FC(CC1=CC(=C2C(=N1)CCC2)N)(F)F 2-(2,2,2-Trifluoroethyl)-6,7-dihydro-5H-cyclopenta[b]pyridin-4-amine